3-methoxy-N'-methyl-4-((5-nitro-1H-indol-3-yl)methyl)benzoyl-hydrazine COC=1C=C(C(=O)NNC)C=CC1CC1=CNC2=CC=C(C=C12)[N+](=O)[O-]